CN1CCC(CC1)(C1=NN=C(N1)C1=CC=NC=C1)NC=1C=C(C(=O)N[C@H](C)C=2C=C(OCCCCCCOCCOCCOCCCC(=O)OC)C=CC2)C=CC1 (R)-methyl 4-(2-(2-(6-(3-(1-(3-(1-methyl-4-(5-(pyridin-4-yl)-4H-1,2,4-triazol-3-yl)piperidin-4-ylamino)benzamido)ethyl)phenoxy)hexyloxy)ethoxy)ethoxy)butanoate